rac-N-[(4-(cyclopropylmethyl)-2,5-dioxoimidazolidin-4-yl)methyl]-2-(4-fluorophenyl)-2H-1,2,3-triazole-4-carboxamide C1(CC1)C[C@@]1(NC(NC1=O)=O)CNC(=O)C1=NN(N=C1)C1=CC=C(C=C1)F |r|